1-(4-(4-((2-fluoro-4-((4-(6-(trifluoromethyl)pyridin-3-yl)thiazol-2-yl)oxy)phenyl)amino)-1H-pyrazolo[3,4-d]pyrimidin-3-yl)piperidin-1-yl)prop-2-en-1-one FC1=C(C=CC(=C1)OC=1SC=C(N1)C=1C=NC(=CC1)C(F)(F)F)NC1=C2C(=NC=N1)NN=C2C2CCN(CC2)C(C=C)=O